FC1=C(C(=CC(=C1)CNC1=NC(=CC=C1)C)O)N1CC(NS1(=O)=O)=O 5-(2-fluoro-6-hydroxy-4-(((6-methylpyridin-2-yl)amino)methyl)phenyl)-1,2,5-thiadiazolidin-3-one 1,1-dioxide